[C@@H]12N[C@@H](C[C@H]2C1)CO (1r,3s,5r)-2-azabicyclo[3.1.0]hex-3-ylmethanol